C(C1=CC=CC=C1)OC1=C(C(=CC2=C1CCO2)C)C=2C(N(C(=NN2)N[C@H]2CN(CCC2)CC2=CC=CC=C2)C)=O 6-(4-benzyloxy-6-methyl-2,3-dihydrobenzofuran-5-yl)-4-methyl-3-[[(3R)-1-benzyl-3-piperidinyl]amino]-1,2,4-triazin-5-one